BrC(C(=O)O)(CCCC(=O)O)Br 2,2-dibromoadipic acid